BrC(C(=O)C=1N=C2C(=NC1NCC1=CC=C(C=C1)OC)OC(=C2)C)C(CC)=O 2-bromo-1-(3-((4-methoxybenzyl)amino)-6-methylfuro[2,3-b]pyrazin-2-yl)pentane-1,3-dione